CC(CCC)N 2-Pentanamin